BrC1=CC(=C(C=C1C)NC(=O)N[C@@H](C)C=1N(N=CN1)C1=NC=CC=N1)F 1-(4-bromo-2-fluoro-5-methyl-phenyl)-3-[(1S)-1-(2-pyrimidin-2-yl-1,2,4-triazol-3-yl)ethyl]urea